N-(3-(7-((3S,4S)-4-amino-3-methyl-2-oxa-8-azaspiro[4.5]decan-8-yl)-2,4-dioxa-1,2-dihydropteridin-3(4H)-yl)-2-chlorophenyl)-1-methyl-1H-pyrazole-4-carboxamide N[C@@H]1[C@@H](OCC12CCN(CC2)C2=CN=C1ON(ONC1=N2)C=2C(=C(C=CC2)NC(=O)C=2C=NN(C2)C)Cl)C